Ethyl 7-((7-chloro-4-methyl-5,5-dioxido-4,10-dihydrobenzo[f]thieno[3,2-c][1,2]thiazepin-10-yl)amino)heptanoate ClC1=CC2=C(C(C3=C(N(S2(=O)=O)C)C=CS3)NCCCCCCC(=O)OCC)C=C1